CN([C@@H](C(=O)NC=1C=C2CC(CC2=C(C1)F)CNCC[C@H]1CN(C(O1)=O)C1=NC2=C(OCC(N2)=O)N=C1)C)C (2R)-2-(dimethylamino)-N-[7-fluoro-2-[[2-[(5S)-2-oxo-3-(3-oxo-4H-pyrazino[2,3-b][1,4]oxazin-6-yl)oxazolidin-5-yl]ethylamino]methyl]indan-5-yl]propanamide